1-cyclopropyl-3-(7-((6,7-dimethoxyquinazoline-4-yl)oxy)naphthalene-1-yl)urea C1(CC1)NC(=O)NC1=CC=CC2=CC=C(C=C12)OC1=NC=NC2=CC(=C(C=C12)OC)OC